N[C@@H]1CC[C@H](CC1)NC1=NC=C(C(=N1)C=1C=C(C=CC1)N1C(CCC1)=O)F trans-1-(3-(2-((4-aminocyclohexyl)amino)-5-fluoropyrimidin-4-yl)phenyl)pyrrolidin-2-one